3-(8-fluoro-[1,2,4]triazolo[4,3-a]pyridin-7-yl)propan-1-ol FC=1C=2N(C=CC1CCCO)C=NN2